COC(=O)C1CN(CCN1)C(=O)OC(C)(C)C piperazine-1,3-dicarboxylic acid 1-(tert-butyl) 3-methyl ester